6-bromoisoquinoline-1,3-diol BrC=1C=C2C=C(N=C(C2=CC1)O)O